N1(CCCCC1)C=1C=CC=C(C1N)N 6-piperidin-1-yl-benzene-1,2-diamine